COC1=C(C=C(C=C1)/C=C/C(=O)O)OC The molecule is a methoxycinnamic acid that is trans-cinnamic acid substituted by methoxy groups at positions 3' and 4' respectively. It derives from a trans-cinnamic acid.